2-thia-7-azaspiro[4.5]decane 2,2-dioxide hydrochloride Cl.C1S(CCC12CNCCC2)(=O)=O